methylethyl (5-chloro-8-quinolinyloxy) malonate C(CC(=O)OOC=1C=CC(=C2C=CC=NC12)Cl)(=O)OC(C)C